2-(tert-butoxy)ethanol C(C)(C)(C)OCCO